ClC1=CC(=C2CN(C(NC2=C1)=O)CC)C=NSC(C)(C)C (S)-N-((7-Chloro-3-ethyl-2-oxo-1,2,3,4-tetrahydroquinazolin-5-yl)methylene)-2-methylpropane-2-sulfenamide